BrC1=NN(C(=C1)CC(C)C)C1=CC(=CC=C1)OCC(F)F 3-Bromo-1-[3-(2,2-difluoroethoxy)phenyl]-5-isobutylpyrazole